FC1(CC(CNC1)NC(=O)C1=C(OC2=C1C=C(C=C2)OCC=2C(=NC=CC2)C(F)(F)F)C)F N-(5,5-difluoropiperidin-3-yl)-2-methyl-5-((2-(trifluoromethyl)pyridin-3-yl)methoxy)benzo-furan-3-carboxamide